C1=CC(=CC=C1C(F)(F)F)NC(=O)CC#N 2-Cyano-N-[4-(trifluoromethyl)phenyl]acetamide